4-(N-phenyl-amidino)thiazole Methyl-(S)-2-amino-4-((S)-4,4,4-trifluorobutylsulfonimidoyl)butanoate tert-butyl-(5-(2-chloroacetamido)-6-methylpyridin-3-yl)carbamate C(C)(C)(C)N(C(O)=O)C=1C=NC(=C(C1)NC(CCl)=O)C.COC([C@H](CC[S@](=O)(=N)CCCC(F)(F)F)N)=O.C1(=CC=CC=C1)NC(=N)C=1N=CSC1